OC(C)(C)C1=C2N=CN(C2=NC=N1)[C@H]1[C@H](OC(C)=O)[C@H](OC(C)=O)[C@H](O1)COC(C)=O 6-(alpha-hydroxyisopropyl)-9-(2',3',5'-tri-O-acetyl-beta-D-ribofuranosyl)purine